N-(2-pyridinylmethyl)-N'-[2-[(1H-imidazol-4-ylmethyl)amino]ethyl]-N'-(5,6,7,8-tetrahydro-8-quinolinyl)-1,4-benzenedimethanamine N1=C(C=CC=C1)CNCC1=CC=C(C=C1)CN(C1CCCC=2C=CC=NC12)CCNCC=1N=CNC1